N-(2,6-Dimethylphenyl)-N-(phenylacetyl)-DL-alanine, Methyl ester CC1=C(C(=CC=C1)C)N([C@@H](C)C(=O)OC)C(CC1=CC=CC=C1)=O |r|